([1,1'-biphenyl]-4-yl)-N-(2-(dimethylamino)ethyl)-5-phenyloxazole-4-carboxamide C1(=CC=C(C=C1)C=1OC(=C(N1)C(=O)NCCN(C)C)C1=CC=CC=C1)C1=CC=CC=C1